OCC(CC(=O)OCC)=C Ethyl 3-(hydroxymethyl)but-3-enoate